NC1=C(C=CC(=C1)[N+](=O)[O-])N(C(CN(C)C)=O)CC N-(2-amino-4-nitrophenyl)-2-(dimethylamino)-N-ethylacetamide